3-((4-(5-(chlorodifluoromethyl)-1,2,4-oxadiazol-3-yl)benzyl)amino)-4-((1-methyl-1H-1,2,4-triazol-3-yl)amino)cyclobut-3-ene-1,2-dione ClC(C1=NC(=NO1)C1=CC=C(CNC=2C(C(C2NC2=NN(C=N2)C)=O)=O)C=C1)(F)F